(1S)-(3R)-1-azabicyclo[2.2.2]oct-3-yl 3,4-dihydro-1-phenyl-2(1H)isoquinolinecarboxylate C1(=CC=CC=C1)[C@@H]1N(CCC2=CC=CC=C12)C(=O)O[C@H]1CN2CCC1CC2